N[C@@H](C(=O)O)CCC#C (R)-2-aminohex-5-ynoic acid